docosenyl-triethoxysilane ethyl-2-(2-((5-chloro-7-(isopropylamino)benzofuran-3-yl)methoxy)phenyl)acetate C(C)OC(CC1=C(C=CC=C1)OCC1=COC2=C1C=C(C=C2NC(C)C)Cl)=O.C(=CCCCCCCCCCCCCCCCCCCCC)[Si](OCC)(OCC)OCC